C(C)OC(CN1CCN(CC1)CC1CCN(CC1)C1=CC=C(C=C1)[N+](=O)[O-])=O 2-(4-((1-(4-nitrophenyl)piperidin-4-yl)methyl)piperazin-1-yl)acetic acid ethyl ester